F[C@@H]1CN(CC[C@@H]1OC=1C=C2C(=NC=NC2=CC1OC)NC1=C(C=CC(=C1)C=1OC=CC1)OC)C(C=C)=O 1-((3R,4S)-3-fluoro-4-((4-((5-(furan-2-yl)-2-methoxyphenyl)amino)-7-methoxyquinazoline-6-yl)oxy)piperidin-1-yl)prop-2-en-1-one